O=C1N(C(C2=CC(=CC=C12)C(NS(=O)(=O)C1=CC=CC=C1)=O)=O)C1=C(C=C(C=C1)C1=CC=CC=C1)C(=O)OC methyl 4-(1,3-dioxo-5-(phenylsulfonylcarbamoyl)isoindolin-2-yl)biphenyl-3-carboxylate